ethyl 2-(3-(5-(4-methoxybenzyl)-4-oxo-3-(trifluoromethyl)-4,5-dihydro-1H-pyrazolo[3,4-d]pyridazin-1-yl)butoxy)acetate COC1=CC=C(CN2N=CC3=C(C2=O)C(=NN3C(CCOCC(=O)OCC)C)C(F)(F)F)C=C1